ClC=1N=C(C2=C(N1)C=C(C=N2)C)Cl 2,4-Dichloro-7-methylpyrido[3,2-d]pyrimidine